BrC1=C(C(=C(C(=O)NC(=N)SCC)C=C1Cl)F)F 4-bromo-5-chloro-N-(ethylsulfanyl-carboimidoyl)-2,3-difluoro-benzamide